2,5-dioxopyrrolidin-1-yl 2-(3-hydroxyphenyl)acetate OC=1C=C(C=CC1)CC(=O)ON1C(CCC1=O)=O